(S)-4-((4-(9-(3-aminopyrrolidin-1-yl)-5,6,7,8-tetrahydroacridin-2-yl)pyridin-2-yl)amino)-N,N-dimethylbenzenesulfonamide N[C@@H]1CN(CC1)C=1C=2CCCCC2N=C2C=CC(=CC12)C1=CC(=NC=C1)NC1=CC=C(C=C1)S(=O)(=O)N(C)C